FC1=CC=C(C=C1)CC(=O)ONC(OCC(Cl)(Cl)Cl)=O 2,2,2-Trichloroethyl (2-(4-fluorophenyl)acetoxy)carbamate